(S)-3-(3-chlorophenyl)-3-hydroxy-1-methyl-1H-pyrrolo[3,2-b]pyridin-2(3H)-one ClC=1C=C(C=CC1)[C@]1(C(N(C=2C1=NC=CC2)C)=O)O